1,2-bis[2-methyl-5-(4-pyridyl)-3-thienyl]perfluorocyclopentene CC=1SC(=CC1C1=C(C(C(C1(F)F)(F)F)(F)F)C1=C(SC(=C1)C1=CC=NC=C1)C)C1=CC=NC=C1